3-ethynyloxetane C(#C)C1COC1